(2R,3R)-4-(3-((2-(difluoromethoxy)-6-methylpyridin-3-yl)carbamoyl)-3-(2-isopropylphenyl)azetidin-1-yl)-2,3-dihydroxy-4-oxobutanoic acid FC(OC1=NC(=CC=C1NC(=O)C1(CN(C1)C([C@@H]([C@H](C(=O)O)O)O)=O)C1=C(C=CC=C1)C(C)C)C)F